C(C)(C)(C)OC(=O)C1C2C=CC(C1C(=O)OC(C)(C)C)C2 2,3-bis(t-butoxycarbonyl)-5-norbornene